COO[Si](C(C)(C)C)(C(C)(C)C)C(C)(C)C methyl-tri-t-butyl-peroxysilane